1,3-bis(hydrazinocarboxyethyl)-5-isopropylhydantoin N(N)C(CN1C(=O)N(C(=O)C1C(C)C)CC(C(=O)O)NN)C(=O)O